phenanthreneOne C1(CC=CC=2C3=CC=CC=C3C=CC12)=O